S1C(=CC=C1)CCN 2-(thiophen-2-yl)ethylamine